C1(=CC=CC=C1)C=1C=C(C2=CC=CC=C2C1)N1[13C](=CC2=CC=CC=C12)C1=CC=C(C=C1)I N-(3-phenylnaphthyl)-2-(4-iodophenyl)-indole-13C